chloro-7,7-dimethyl-8-(piperidin-4-yl)indolo[1,2-a]quinazolin-5(7H)-one ClC1=CC=CC=2C(N=C3N(C12)C1=CC=CC(=C1C3(C)C)C3CCNCC3)=O